6-bromo-N-(3-chlorobenzyl)-2-methyl-quinazolin-4-amine BrC=1C=C2C(=NC(=NC2=CC1)C)NCC1=CC(=CC=C1)Cl